ClC1=CC=C(C=C1)C1C(C1)CN1CCN(CC1)CC=1C=C2CN(C(C2=CC1)=O)C1C(NC(CC1)=O)=O 3-(5-((4-((2-(4-chlorophenyl)cyclopropyl)methyl)piperazin-1-yl)methyl)-1-oxoisoindolin-2-yl)piperidine-2,6-dione